benziodaoxol [IH]1OCC2=C1C=CC=C2